6-(4-chloro-2-fluoro-phenyl)-pyrimidine-4-carboxylic acid pyridin-3-yl-amide N1=CC(=CC=C1)NC(=O)C1=NC=NC(=C1)C1=C(C=C(C=C1)Cl)F